9,10-bis(naphth-1-yl)anthracene C1(=CC=CC2=CC=CC=C12)C=1C2=CC=CC=C2C(=C2C=CC=CC12)C1=CC=CC2=CC=CC=C12